6-(4-chlorophenoxy)nicotinaldehyde ClC1=CC=C(OC2=NC=C(C=O)C=C2)C=C1